(R)-6-cyano-3-(4,4-difluoroazepan-1-yl)-5-methyl-N-(3-(S-methylsulfonimidoyl)phenyl)pyridazine-4-carboxamide C(#N)C1=C(C(=C(N=N1)N1CCC(CCC1)(F)F)C(=O)NC1=CC(=CC=C1)[S@@](=O)(=N)C)C